C(CCCCCCCCCC)[Te]CCCCCCCCCCC bisundecyl-tellurium